O=C1N(C2=NC=CC=C2CC1NC(OC(C)(C)C)=O)C1=CC=C(C=C1)C(F)(F)F tert-butyl (2-oxo-1-(4-(trifluoromethyl)phenyl)-1,2,3,4-tetrahydro-1,8-naphthyridin-3-yl)carbamate